(E)-N'-((2-bromo-4-((5-bromo-2-methylpyrimidin-4-yl)amino)-5-methylthiophen-3-yl)methylene)-4-methylbenzenesulfonohydrazide BrC=1SC(=C(C1\C=N\NS(=O)(=O)C1=CC=C(C=C1)C)NC1=NC(=NC=C1Br)C)C